ClC1=CC(=NC=C1[N+](=O)[O-])N1CCC(CC1)(F)F 4-chloro-2-(4,4-difluoropiperidin-1-yl)-5-nitropyridine